ClC=1C=C(C=CC1F)C1N(CC(CC1)C)C(C(=O)N)=O 2-[2-(3-chloro-4-fluoro-phenyl)-5-methyl-1-piperidyl]-2-oxo-acetamide